3-[9H-fluoren-9-ylmethoxycarbonyl-(methyl)amino]propionic acid C1=CC=CC=2C3=CC=CC=C3C(C12)COC(=O)N(CCC(=O)O)C